2-(cuban-1-ylmethyl)-5-fluoro-N-hydroxy-1,2,3,4-tetrahydroisoquinoline-7-carboxamide C12(C3C4C5C3C1C5C24)CN2CC4=CC(=CC(=C4CC2)F)C(=O)NO